C(C)C(=O)OCC(F)(F)F 2,2,2-trifluoroethanol ethyl-formate